C12NCC(CC1)(C2)CNC(C)=O N-(2-Azabicyclo[2.2.1]heptan-4-ylmethyl)acetamide